N1(CCCCCC1)C=1N=C(C2=C(C=NNC2=O)N1)NC=1C=NC(=CC1)OCCN1CCNCC1 2-(azepan-1-yl)-4-((6-(2-(piperazin-1-yl)ethoxy)pyridin-3-yl)amino)pyrimido[4,5-d]pyridazin-5(6H)-one